BrC=1C=CC2=C(N(C(O2)=O)C2CC(C2)=O)C1 5-bromo-3-(3-oxocyclobutyl)benzo[D]oxazol-2(3H)-one